BrC1=CC=C(C=C1)N1N=C(C(=C1)[C@H]1O[C@@H](C(N1CCC1=CC2=CC(N=C2C=C1)=O)=O)C)C=1C=NC(=CC1)F (2R,5R)-2-(1-(4-bromophenyl)-3-(6-fluoropyridin-3-yl)-1H-pyrazol-4-yl)-5-methyl-3-(2-(2-oxoindol-5-yl)ethyl)oxazolidin-4-one